CSC=1N=C(C=2N=CN([C@H]3[C@H](O)[C@H](O)[C@@H](CO)O3)C2N1)NCCC(C)C 2-methylsulfanyl-N6-isopentyladenosine